C(#N)C1=C(C=C(CNC(=O)C2=CC=3C(=C(N=NC3)OCC3(CC3)S(NCCC(F)(F)F)(=O)=O)N(C2=O)C)C=C1)F N-(4-cyano-3-fluorobenzyl)-1-methyl-2-oxo-8-((1-(N-(3,3,3-trifluoropropyl)sulfamoyl)cyclopropyl)methoxy)-1,2-dihydropyrido[2,3-d]pyridazine-3-carboxamide